tert-Butyl-(7-(((S)-1-(3,5-bis((E)-3,4-dichlorobenzylidene)-4-oxopiperidin-1-yl)-1-oxo-3-phenylpropan-2-yl)amino)-7-oxoheptyl)carbamate C(C)(C)(C)OC(NCCCCCCC(=O)N[C@H](C(=O)N1C\C(\C(/C(/C1)=C/C1=CC(=C(C=C1)Cl)Cl)=O)=C/C1=CC(=C(C=C1)Cl)Cl)CC1=CC=CC=C1)=O